FC(CN(C(C)=O)CC(F)F)F N,N-bis(difluoroethyl)acetamide